ClCC(COC=1C(=CC2=C(C=C(S2)C(CCC(=O)OCC)=O)C1F)OC)=C ethyl 4-[5-[2-(chloromethyl) allyloxy]-4-fluoro-6-methoxy-benzothiophen-2-yl]-4-oxo-butanoate